(2S,4R)-1-((S)-2-(7-bromoheptanamido)-3,3-dimethylbutyryl)-4-hydroxy-N-((S)-1-(4-(4-methylthiazol-5-yl)phenyl)ethyl)pyrrolidine-2-carboxamide BrCCCCCCC(=O)N[C@H](C(=O)N1[C@@H](C[C@H](C1)O)C(=O)N[C@@H](C)C1=CC=C(C=C1)C1=C(N=CS1)C)C(C)(C)C